FC1(CC1)C(=O)NC=1C=CC(=NC1)C=1N=NN(C1NC(O[C@H](C)C=1C(=NC=CC1)Cl)=O)C (R)-1-(2-chloropyridin-3-yl)ethyl (4-(5-(1-fluorocyclopropane-1-carboxamido)pyridin-2-yl)-1-methyl-1H-1,2,3-triazol-5-yl)carbamate